OC(CC(=O)OC(CC(=O)OC(CC(=O)O)C)C)C 3-((3-((3-hydroxybutanoyl)oxy)butanoyl)oxy)butanoic acid